O=C1NC(CCC1NC1=CC=C(C=C1)NC(CCCCCCNC1CC2(C1)CCC2)=O)=O N-(4-((2,6-dioxopiperidin-3-yl)amino)phenyl)-7-(spiro[3.3]heptan-2-ylamino)heptanamide